CC1(C(C=CC=C1)CC(=O)OCC)C ethyl 2,2-dimethyl-phenylacetate